(E)-3-ethoxy-4-(hex-2-en-1-yloxy)benzaldehyde C(C)OC=1C=C(C=O)C=CC1OC\C=C\CCC